F[Sb-](F)(F)(F)(F)F.C1(=CC=CC=C1)[S+](C1=CC=CC=C1)C1=CC=CC=C1 Tri-phenylsulfonium hexafluoroantimonat